3-(tetrazol-1-yl)-1-[5-[4-(trifluoromethoxy)phenyl]-2-pyridyl]propan-2-ol N1(N=NN=C1)CC(CC1=NC=C(C=C1)C1=CC=C(C=C1)OC(F)(F)F)O